C1=CC=CC=2C3=CC=CC=C3N(C12)CCC(=O)OC methyl 3-(9H-carbazol-9-yl)propionate